NCCCN(C)C aminopropyl-N,N-dimethylamine